ClC1=CC=CC=2C(=N[C@@H](C(NC21)=O)NC([C@@H]([C@@H](C(=O)N)CCC(F)(F)F)CCC(F)(F)F)=O)C2=CC(=CC(=C2)C)C (2R,3S)-N-((3S)-9-chloro-5-(3,5-dimethylphenyl)-2-oxo-2,3-dihydro-1H-1,4-benzodiazepin-3-yl)-2,3-bis(3,3,3-trifluoropropyl)succinamide